p-tolylene diisocyanate CC1(CC=C(C=C1)N=C=O)N=C=O